4-(benzo[d]oxazol-6-yl)-N-(pyridin-4-ylmethyl)-benzenesulfonamide O1C=NC2=C1C=C(C=C2)C2=CC=C(C=C2)S(=O)(=O)NCC2=CC=NC=C2